N-((S)-7-((R)-4-(dimethylamino)-3-hydroxy-4-oxobutoxy)-5-methyl-4-oxo-2,3,4,5-tetrahydrobenzo[b][1,4]oxazepin-3-yl)-4-(3-fluorobenzyl)-1H-pyrazole-1-carboxamide CN(C([C@@H](CCOC1=CC2=C(OC[C@@H](C(N2C)=O)NC(=O)N2N=CC(=C2)CC2=CC(=CC=C2)F)C=C1)O)=O)C